1-(2-chloro-3-hydroxy-5-methoxymethylphenyl)-3-(4-methoxyphenyl)-(2E)-2-propen-1-one ClC1=C(C=C(C=C1O)COC)C(\C=C\C1=CC=C(C=C1)OC)=O